3-((5-cyclopropyl-1-(2-methylpyridin-3-yl)-4-nitro-1H-pyrazol-3-yl)oxy)-2-fluoropropan-1-ol C1(CC1)C1=C(C(=NN1C=1C(=NC=CC1)C)OCC(CO)F)[N+](=O)[O-]